CN1C2(CN(C2)C(=O)OC(C)(C)C)CN(C1=O)C tert-butyl 5,7-dimethyl-6-oxo-2,5,7-triazaspiro[3.4]octane-2-carboxylate